6-bromo-2-naphthol potassium [K].BrC=1C=C2C=CC(=CC2=CC1)O